tert-butyl (4-((5,6,7,8-tetrahydroquinolin-8-yl)amino)butyl)carbamate N1=CC=CC=2CCCC(C12)NCCCCNC(OC(C)(C)C)=O